[2-chloro-3-[(Z)-2-fluoro-2-[5-[[(3R)-3-hydroxypyrrolidin-1-yl]methyl]-4-methoxy-2-pyridyl]vinyl]phenyl] trifluoromethanesulfonate FC(S(=O)(=O)OC1=C(C(=CC=C1)\C=C(\C1=NC=C(C(=C1)OC)CN1C[C@@H](CC1)O)/F)Cl)(F)F